N1=CC=CC=C1O pyridin-6-ol